(3-aminopropyl) malonate C(CC(=O)[O-])(=O)OCCCN